Trans-rac-2,2-dichloro-N-(4-chloro-3-(2-cyanoacetamido)phenyl)-3-(3,5-dichlorophenyl)cyclopropanecarboxamide ClC1([C@H]([C@@H]1C1=CC(=CC(=C1)Cl)Cl)C(=O)NC1=CC(=C(C=C1)Cl)NC(CC#N)=O)Cl |r|